(S)-N-(3-(1-((2-ethyl-2H-pyrazolo[3,4-b]pyrazin-6-yl)amino)ethyl)-4-methylphenyl)-2-(5-(2-hydroxypropan-2-yl)pyridin-2-yl)acetamide C(C)N1N=C2N=C(C=NC2=C1)N[C@@H](C)C=1C=C(C=CC1C)NC(CC1=NC=C(C=C1)C(C)(C)O)=O